C(C1=CC=CC=C1)(=O)O.C(C)(C)(C)C1=CC=CC=C1 4-tert-butylbenzene benzoate